COC=1C=C(C=CC1OC)C1=CC=NC=2N1N=C(C2)C(=O)NC2CCC(CC2)C(=O)N2CCN(CC2)C(=O)OC(C)(C)C tert-butyl 4-((1S,4S)-4-(7-(3,4-dimethoxyphenyl)pyrazolo[1,5-a]pyrimidine-2-carboxamido) cyclohexane-1-carbonyl)piperazine-1-carboxylate